BrC1=CC=C(C=C1)C12C(C3=C(C=NC=C3OC)O1)(C(C(C2C2=CC=CC=C2)CN(CC(F)(F)F)C)O)O 7a-(4-bromophenyl)-4-methoxy-6-((methyl(2,2,2-trifluoroethyl)amino)methyl)-7-phenyl-5,6,7,7a-tetrahydro-4bH-cyclopenta[4,5]furo[2,3-c]pyridine-4b,5-diol